CC1(C(C1)CC1C(C2(CC2C1)C)(C)C)CO (1-methyl-2-((1,2,2-trimethylbicyclo[3.1.0]-hexan-3-yl)methyl)-cyclopropyl)methanol